C(C)(=O)C1=C(C2=C(N=C(N=C2)NC2=CC=C(C=N2)N2CCC(CC2)N2CCN(CC2)CC=2C=C(C=CC2)C2C(NC(CC2)=O)=O)N(C1=O)C1CCCC1)C 3-(3-((4-(1-(6-((6-acetyl-8-cyclopentyl-5-methyl-7-oxo-7,8-dihydropyrido[2,3-d]pyrimidin-2-yl)amino)pyridin-3-yl)piperidin-4-yl)piperazin-1-yl)methyl)phenyl)piperidine-2,6-dione